5-{6-[2-(2,6-Difluoro-phenyl)-ethylamino]-pyrimidin-4-yl}-3-ethyl-thiophene FC1=C(C(=CC=C1)F)CCNC1=CC(=NC=N1)C1=CC(=CS1)CC